4-(2-(6-(2,4-difluorophenyl)-1,1-dioxido-1,2,6-thiadiazinan-2-yl)acetamido)adamantan-1-carboxamide FC1=C(C=CC(=C1)F)N1CCCN(S1(=O)=O)CC(=O)NC1C2CC3(CC(CC1C3)C2)C(=O)N